CC(=O)[C@H]([C@@H](COP(=O)(O)O)O)O The molecule is the 5-phospho derivative of 1-deoxy-D-xylulose. It has a role as an Escherichia coli metabolite. It derives from a D-xylulose. It is a conjugate acid of a 1-deoxy-D-xylulose 5-phosphate(2-).